CC1=C(C2=CC=CC=C2C=C1C)C1=CC=CC=C1 2,3-dimethyl-1-phenyl-naphthalene